N-(5-(2,2-dimethyl-2,3-dihydro-[1,4]dioxino[2,3-b]pyridin-6-yl)-4-((4-((3-methyloxetan-3-yl)methoxy)-6-(methylsulfonyl)pyridin-2-yl)amino)pyridin-2-yl)acetamide CC1(OC=2C(=NC(=CC2)C=2C(=CC(=NC2)NC(C)=O)NC2=NC(=CC(=C2)OCC2(COC2)C)S(=O)(=O)C)OC1)C